2-oxo-5-(pyrazin-2-carboxamido)hexandiamid O=C(C(=O)N)CCC(C(=O)N)NC(=O)C1=NC=CN=C1